O1C(CCC1)C1=C(C=CC=C1)CCS(=O)(=O)Cl (2-(tetrahydrofuran-2-yl)phenyl)ethane-1-sulfonyl chloride